S1N=CC2=C1C=C(C=C2)O benzo[d]isothiazol-6-ol